BrC=1C(=NC(=NC1)NC1=C(C=C(C=C1)N1CCN(CC1)C)C1CC1)NCCCN1C(CCCC1)=O 1-(3-((5-bromo-2-((2-cyclopropyl-4-(4-methylpiperazin-1-yl)phenyl)amino)pyrimidin-4-yl)amino)propyl)piperidin-2-one